COC(CCCCCCC)OC octanal dimethyl acetal